C(C1=CC=CC=C1)O[C@@H]1[C@H]([C@@H](OCC=C)O[C@@H]([C@H]1OP(=O)(OCC1=CC=CC=C1)OCC1=CC=CC=C1)COC(=O)OCC1=CC=CC=C1)NC(=O)OCC(Cl)(Cl)Cl Allyl 3-O-benzyl-6-O-[(benzyloxy)carbonyl]-4-O-[bis(benzyloxy)phosphoryl]-2-deoxy-2-{[(2,2,2-trichloroethoxy)carbonyl]amino}-α-D-glucopyranoside